(rac)-((1s,3s)-3-hydroxy-3-methylcyclobutyl)(6-(1-methyl-1H-indazol-5-yl)-2-azaspiro[3.4]oct-2-yl)methanone OC1(CC(C1)C(=O)N1CC2(C1)C[C@@H](CC2)C=2C=C1C=NN(C1=CC2)C)C |r|